4-hydroxy-1-methyl-3-[4-trifluoromethyl-2-pyridinyl]Imidazolidin-2-one OC1N(C(N(C1)C)=O)C1=NC=CC(=C1)C(F)(F)F